tert-Butyl (3-(2-ethynyl-N-(1-(5-fluoropyrimidin-2-yl)-2-oxopyrrolidin-3-yl)thiazole-4-carboxamido)-5-methoxyphenyl)carbamate C(#C)C=1SC=C(N1)C(=O)N(C1C(N(CC1)C1=NC=C(C=N1)F)=O)C=1C=C(C=C(C1)OC)NC(OC(C)(C)C)=O